C1(CC(C(CC1)C(C)C)O)(C)C(=O)[O-].[K+] Kalium mentholat